C12CN(CC(CC1)O2)C2=CC=C1C(=N2)C=NN1C 5-(8-Oxa-3-azabicyclo[3.2.1]octan-3-yl)-1-methyl-1H-pyrazolo[4,3-b]pyridine